C1=C(C=CC2=CC=CC=C12)C[C@H](N)C(=O)N[C@@H](CS)C(=O)N[C@@H](CC1=CC=C(C=C1)O)C(=O)N[C@@H](CC1=CNC2=CC=CC=C12)C(=O)N[C@@H](CCCCN)C(=O)N[C@@H](C(C)C)C(=O)N[C@@H](CS)C(=O)N[C@@H]([C@H](O)C)C(=O)N |&1:11,&2:16,&3:22,&4:34,&5:48,&6:57,&7:64,&8:70,71| 3-(2-naphthyl)-DL-alanyl-DL-cysteinyl-DL-tyrosyl-DL-tryptophyl-DL-lysyl-DL-valyl-DL-cysteinyl-DL-threoninamide